(3R,4R)-4-methoxypyrrolidine CO[C@@H]1CCNC1